2-methyl-6-[5-(piperidin-4-yl)thieno[2,3-d][1,3]thiazol-2-yl]indazole hydrochloride Cl.CN1N=C2C=C(C=CC2=C1)C=1SC2=C(N1)SC(=C2)C2CCNCC2